2-amino-1-(3-(3,4-difluorophenoxy)-2-(3,4-difluorophenyl)-8,8-dimethyl-5,6-dihydroimidazo[1,2-a]pyrazin-7(8H)-yl)ethan-1-one NCC(=O)N1C(C=2N(CC1)C(=C(N2)C2=CC(=C(C=C2)F)F)OC2=CC(=C(C=C2)F)F)(C)C